CC1(C(C(CCC1)=C)CC/C(=C/CCC(=O)O)/C)C.N1=CC(=CC=C1)CCC(=O)N 3-(pyridin-3-yl)propionamide (E)-5-(2,2-Dimethyl-6-methylenecyclohexyl)-3-methylpent-2-en-1-yl-acetate